2-Benzyl-2-(N,N-dimethylamino)-1-(4-morpholinophenyl)-butane-1-one C(C1=CC=CC=C1)C(C(=O)C1=CC=C(C=C1)N1CCOCC1)(CC)N(C)C